2-cyclopentyl-N-(2-(3-(4-ethoxyphenyl)-6-oxopyridazin-1(6H)-yl)ethyl)acetamide C1(CCCC1)CC(=O)NCCN1N=C(C=CC1=O)C1=CC=C(C=C1)OCC